P(=O)(O)(O)O.C(CCCC)OCCCCC pentyl ether phosphate